2-fluoro-N-((2R)-3-methyl-1-(2-methyl-1-oxo-4-phenyl-2,8-diazaspiro[4.5]decan-8-yl)-1-oxobutan-2-yl)-5-(trifluoromethoxy)benzamide FC1=C(C(=O)N[C@@H](C(=O)N2CCC3(C(CN(C3=O)C)C3=CC=CC=C3)CC2)C(C)C)C=C(C=C1)OC(F)(F)F